1H-pyrazole-3,5-dicarboxylic acid bis-[(4-piperazin-1-yl-phenyl)-amide] trifluoroacetate FC(C(=O)O)(F)F.N1(CCNCC1)C1=CC=C(C=C1)NC(=O)C1=NNC(=C1)C(=O)NC1=CC=C(C=C1)N1CCNCC1